(2S)-2-(3-(1H-indol-5-oxymethyl)benzyl)amino-propionamide N1C=CC2=CC(=CC=C12)OCC=1C=C(CN[C@H](C(=O)N)C)C=CC1